Cl.N[C@H](C(=O)O)CC1CC=C(CC1)C1=NC(=NC(=C1)OC(C(F)(F)F)C1=C(C=C(C=C1)Cl)C1=CC=CC=C1)N (2S)-2-amino-3-(4-(2-amino-6-(1-(5-chloro-[1,1'-biphenyl]-2-yl)-2,2,2-trifluoroethoxy)pyrimidin-4-yl)cyclohex-3-en-1-yl)propanoic acid hydrochloride